iron trichloride tetrahydrate O.O.O.O.[Fe](Cl)(Cl)Cl